(E)-1-(6,7-dimethoxy-3,4-dihydroisoquinolin-2(1H)-yl)-3-(7-methyl-6-phenyl-4a,7a-dihydro-7H-pyrrolo[2,3-d]pyrimidin-5-yl)prop-2-en-1-one COC=1C=C2CCN(CC2=CC1OC)C(\C=C\C1=C(N(C2N=CN=CC21)C)C2=CC=CC=C2)=O